5-(4-ethoxystyryl)-1H-1,2,3-triazole-4-carboxylic acid C(C)OC1=CC=C(C=CC2=C(N=NN2)C(=O)O)C=C1